5-[[4-[1-[3,5-dichloro-4-(2-chloroethoxy)phenyl]-1-methyl-ethyl]phenoxy]methyl]-4-methylsulfonyl-oxazole ClC=1C=C(C=C(C1OCCCl)Cl)C(C)(C)C1=CC=C(OCC2=C(N=CO2)S(=O)(=O)C)C=C1